C(C(C)C)(=O)OC=1C(=NC=CC1OC)C(NC(C)C1=NOC(=N1)C1=CC=C(C=C1)F)=O 2-((1-(5-(4-fluorophenyl)-1,2,4-oxadiazol-3-yl)ethyl)carbamoyl)-4-methoxypyridin-3-yl isobutyrate